4-fluoro-2,6-diisopropylaniline FC1=CC(=C(N)C(=C1)C(C)C)C(C)C